N-(5-chloro-6-(difluoromethoxy)pyridin-3-yl)-N'-(8-(1-methoxyethyl)-2-methylimidazo[1,2-b]pyridazin-7-yl)urea ClC=1C=C(C=NC1OC(F)F)NC(=O)NC1=C(C=2N(N=C1)C=C(N2)C)C(C)OC